C(C1=CC=CC=C1)[C@](N(CC1=CC=CC=C1)CC1=CC=CC=C1)(C(C)C)C(=O)O (S)-benzyl-N,N-dibenzylvaline